N-[2-(2-methoxyethoxy)ethyl]-2-[[(1R)-1-[6-methyl-4-oxo-2-(1-piperidyl)chromen-8-yl]ethyl]amino]benzamide COCCOCCNC(C1=C(C=CC=C1)N[C@H](C)C=1C=C(C=C2C(C=C(OC12)N1CCCCC1)=O)C)=O